6-bromo-2-(3,4-difluorobenzyl)-1H-pyrrolo[1,2-c]imidazol-3(2H)-one BrC=1C=C2N(C(N(C2)CC2=CC(=C(C=C2)F)F)=O)C1